(2R)-6-chloro-4-oxo-N-(3-{4-[4-(trifluoromethoxy)butyl]-1H-1,2,3-triazol-1-yl}bicyclo[1.1.1]pentan-1-yl)-3,4-dihydro-2H-1-benzopyran-2-carboxamide ClC=1C=CC2=C(C(C[C@@H](O2)C(=O)NC23CC(C2)(C3)N3N=NC(=C3)CCCCOC(F)(F)F)=O)C1